O[Si](CCCSSCCC[Si](C)(C)O)(C)C bis-(3-hydroxy-dimethylsilyl-propyl) disulfide